5-(4-(tert-Butoxycarbonyl)piperazin-1-yl)picolinic acid C(C)(C)(C)OC(=O)N1CCN(CC1)C=1C=CC(=NC1)C(=O)O